Cl.Cl.C(N1N=CC(=C1)C=1C=CC(=C(C1)O)C1=CN=C(N=N1)N1CC(NCC1)C(C)C)([2H])([2H])[2H] 5-[1-(2H3)methyl-1H-pyrazol-4-yl]-2-{3-[3-(propan-2-yl)piperazin-1-yl]-1,2,4-triazin-6-yl}phenol dihydrochloride